(R)-(6-(2-((1-methoxypropan-2-yl)amino)pyrrolo[2,1-f][1,2,4]triazin-5-yl)imidazo[1,2-a]pyridin-3-yl)(pyrrolidin-1-yl)methanone COC[C@@H](C)NC1=NN2C(C=N1)=C(C=C2)C=2C=CC=1N(C2)C(=CN1)C(=O)N1CCCC1